NC1=NN2C(C=C(C=C2)C=2C=NC(=C(C(=O)OC)C2)CC)=N1 methyl 5-(2-amino-[1,2,4]triazolo[1,5-a]pyridin-7-yl)-2-ethylnicotinate